CN1SC2=C(C1)C=CC=C2 N-Methyl-1,2-Benzisothiazolin